nitrobenzene methanesulfonate CS(=O)(=O)O.[N+](=O)([O-])C1=CC=CC=C1